rac-(2r,3s,4s,5r)-3-(3,4-difluoro-2-methoxy-phenyl)-4-ethyl-5-methyl-5-(trifluoromethyl)tetrahydrofuran-2-carboxylic acid ethyl ester C(C)OC(=O)[C@@H]1O[C@]([C@H]([C@H]1C1=C(C(=C(C=C1)F)F)OC)CC)(C(F)(F)F)C |r|